N-methyl-O-((2S)-2-((tetrahydro-2H-pyran-2-yl)oxy)propyl)-L-serine CN[C@@H](COC[C@H](C)OC1OCCCC1)C(=O)O